[4-(4-acetylphenylthio)]phenyldiphenylsulfonium C(C)(=O)C1=CC=C(C=C1)SC1=CC=C(C=C1)[S+](C1=CC=CC=C1)C1=CC=CC=C1